N12C3(N(C4C1=NN34)C(=O)N)N2 triazenoimidazolecarboxamide